4-(phenoxymethyl)-1,1'-biphenyl O(C1=CC=CC=C1)CC1=CC=C(C=C1)C1=CC=CC=C1